ClC1=C(C=C(OC2=CC(=C(C=C2C)C=C(C(=O)N(C)CC)C)C)C=C1)C(F)(F)F (4-(4-chloro-3-trifluoromethyl-phenoxy)-2,5-dimethyl-phenyl)-N-ethyl-N-methylmethacrylamide